FC1=C(C=CC=C1F)CN (2,3-difluorophenyl)methanamine